NC1=NC=NN2C1=C(C=C2C=2C(=C(C(=O)N[C@@H]1CN(C[C@@H]1F)C(=O)C1CC(C1)F)C=CC2)F)C(F)(F)F 3-[4-amino-5-(trifluoromethyl)pyrrolo[2,1-f][1,2,4]triazin-7-yl]-2-fluoro-N-[(3R,4S)-4-fluoro-1-(3-fluorocyclobutanecarbonyl)pyrrolidin-3-yl]benzamide